CC1=C(OC2=C1C=C(C=C2)S(N(CCC2=CC=CC=C2)CC2=CC=C(C=C2)SC(F)(F)F)(=O)=O)C(=O)O 3-methyl-5-(N-(4-(trifluoromethylsulfanyl)benzyl)-N-phenethylsulfamoyl)benzofuran-2-carboxylic acid